N-(2-chloro-4-methylpyridine-3-yl)-2-(cyclopropylamino)nicotinamide ClC1=NC=CC(=C1NC(C1=C(N=CC=C1)NC1CC1)=O)C